Cl.C1(=CC=CC=C1)N1N=CC(=C1)C=1SC=C(N1)C(=O)N(C1CNCC1)CCC 2-(1-phenyl-1H-pyrazol-4-yl)-N-propyl-N-(pyrrolidin-3-yl)thiazole-4-carboxamide hydrochloride